8-fluoro-5-(1H-pyrazol-1-yl)quinoline-2-carboxylic acid FC=1C=CC(=C2C=CC(=NC12)C(=O)O)N1N=CC=C1